S1C(=NC2=C1C=CC=C2)NC2=C(C=C(N=N2)N(C)C=2SC(=C(N2)C(=O)O)N2CC(C2)OC2=CC=CC=C2)C ({6-[(1,3-benzothiazol-2-yl)amino]-5-methylpyridazin-3-yl}(methyl)amino)-5-(3-phenoxyazetidin-1-yl)-1,3-thiazole-4-carboxylic acid